N-((S)-chroman-4-yl)-2-(3-ethyl-3,8-diazabicyclo[3.2.1]oct-8-yl)-7,8-dihydro-1,6-naphthyridine-6(5H)-carboxamide O1CC[C@@H](C2=CC=CC=C12)NC(=O)N1CC=2C=CC(=NC2CC1)N1C2CN(CC1CC2)CC